2-O-Acetyl-3,4-di-O-benzyl-α-L-rhamnopyranosyl fluoride C(C)(=O)O[C@H]1[C@@H](O[C@H]([C@@H]([C@H]1OCC1=CC=CC=C1)OCC1=CC=CC=C1)C)F